8-[(1S)-1-chloroethyl]-3,6-dimethyl-2-pyrazolo[1,5-a]pyridin-6-yl-chromen-4-one Cl[C@@H](C)C=1C=C(C=C2C(C(=C(OC12)C=1C=CC=2N(C1)N=CC2)C)=O)C